COC1=C(C[C@@](CC1=NCC(=O)O)(CO)O)N[C@@H](CO)C(=O)O The molecule is a mycosporine-like amino acid that is the ketimine resulting from the formal condensation of the amino group of L-serine with the keto group of (5S)-5-hydroxy-5-(hydroxymethyl)-2-methoxycyclohex-2-en-1-one and in which the hydrogen at position 3 of the cyclohexenone moiety has been replaced by the amino group of glycine. It is an active ingredient found in environmentally friendly sunscreen creams. It has a role as an ultraviolet filter and an antioxidant. It is a mycosporine-like amino acid, a ketimine and a dicarboxylic acid.